C(=O)(OC(C)(C)C)N1C(CCCC1)C1=CC=C(C=C1)Br N-Boc-(3S)-(4-bromophenyl)piperidine